4-Oxo-1H-pyridine-3-carboxylic acid ethyl ester C(C)OC(=O)C1=CNC=CC1=O